C(C=C)(=O)OC(C)CC(CCOC(C=C)=O)OC(C=C)=O hexane-2,4,6-triol triacrylate